ClC1=C(OC2=CC=CC3=C2NC(=NS3(=O)=O)NCC3=C(C=C(C=C3)C)F)C=CC=C1 5-(2-chlorophenoxy)-3-((2-fluoro-4-methylbenzyl)amino)-4H-benzo[e][1,2,4]thiadiazine 1,1-dioxide